5-[4-amino-5-(trifluoromethyl)pyrrolo[2,1-f][1,2,4]triazin-7-yl]-N-[(3R,4S)-1-(4,4-difluorocyclohexanecarbonyl)-4-fluoropyrrolidin-3-yl]-3-fluoro-2-methoxybenzamide NC1=NC=NN2C1=C(C=C2C=2C=C(C(=C(C(=O)N[C@@H]1CN(C[C@@H]1F)C(=O)C1CCC(CC1)(F)F)C2)OC)F)C(F)(F)F